ClC(C1=NC(=NO1)C1=CC(=C(CP(NCC(C)C)(=O)C)C=C1)F)(F)F P-(4-(5-(chlorodifluoromethyl)-1,2,4-oxadiazol-3-yl)-2-fluorobenzyl)-N-isobutyl-P-methylphosphinic amide